C1(CCCCC1)C1=NC=CC(=C1)CNCC1=CC=C(C=C1)OC N-[(2-cyclohexyl-4-pyridyl)methyl]-1-(4-methoxyphenyl)methanamine